5-(oxetan-3-yloxy)picolinimidamide O1CC(C1)OC=1C=CC(=NC1)C(N)=N